1-(4-(5-chloro-7-fluoro-6-(5-methoxy-1-methyl-1H-indazol-7-yl)benzo[c]isothiazol-3-yl)piperazin-1-yl)prop-2-en-1-one ClC1=CC=2C(=NSC2N2CCN(CC2)C(C=C)=O)C(=C1C=1C=C(C=C2C=NN(C12)C)OC)F